OCC[N+](C)(C)C.C(CO)(=O)O Glycolic acid choline